1,3-bis(6-pentoxyhexyl)imidazolium C(CCCC)OCCCCCCN1C=[N+](C=C1)CCCCCCOCCCCC